(9H-fluoren-9-yl)methyl (5-((S)-2-((S)-2-amino-3-methylbutanamido)propanamido)-2-(hydroxymethyl)benzyl)(methyl)carbamate TFA salt OC(=O)C(F)(F)F.N[C@H](C(=O)N[C@H](C(=O)NC=1C=CC(=C(CN(C(OCC2C3=CC=CC=C3C=3C=CC=CC23)=O)C)C1)CO)C)C(C)C